4-[4-[4-[(2,6-dioxo-3-piperidyl)amino]phenyl]piperazin-1-yl]-4-oxo-butanoic acid O=C1NC(CCC1NC1=CC=C(C=C1)N1CCN(CC1)C(CCC(=O)O)=O)=O